β,β-pentamethylene-β-mercaptopropionic acid C1CCC(CC1)(CC(=O)C(CS)C(=O)O)S